The molecule is a long-chain fatty acyl-CoA that results from the formal condensation of the thiol group of coenzyme A with the carboxy group of pentadecanoic acid. It is a long-chain fatty acyl-CoA and an 11,12-saturated fatty acyl-CoA. It derives from a pentadecanoic acid. It is a conjugate acid of a pentadecanoyl-CoA(4-). CCCCCCCCCCCCCCC(=O)SCCNC(=O)CCNC(=O)[C@@H](C(C)(C)COP(=O)(O)OP(=O)(O)OC[C@@H]1[C@H]([C@H]([C@@H](O1)N2C=NC3=C(N=CN=C32)N)O)OP(=O)(O)O)O